P(=O)(OCCN(C)C(=N)N)(O)O 2-[[amino(imino)methyl](methyl)amino]ethyl dihydrogen phosphate